tert-butyl 4-{N-[7-bromo-2-(1-methyl-1H-pyrazol-4-yl)[1,2,4]triazolo[1,5-c]quinazolin-5-yl]-D-alanyl}piperazine-1-carboxylate BrC1=CC=CC=2C=3N(C(=NC12)N[C@H](C)C(=O)N1CCN(CC1)C(=O)OC(C)(C)C)N=C(N3)C=3C=NN(C3)C